(3β,5α)-3-aminopregnan-20-one N[C@@H]1C[C@@H]2CC[C@H]3[C@@H]4CC[C@H](C(C)=O)[C@]4(CC[C@@H]3[C@]2(CC1)C)C